4-(3-(4-methoxyphenyl)isoxazol-5-yl)-N2-(tetrahydro-2H-pyran-4-yl)pyrimidine-2,4-diamine COC1=CC=C(C=C1)C1=NOC(=C1)C1(NC(=NC=C1)NC1CCOCC1)N